CC(C)(C1=CC=C(C=C1)OC(=O)Cl)C2=CC=C(C=C2)OC(=O)Cl bisphenol A bischloroformate